(S)-N-(1-(7-(Cyclopent-1-en-1-yl)quinolin-5-yl)cyclopropyl)-2-methyl-5-((1-methylazetidin-2-yl)methoxy)benzamide C1(=CCCC1)C1=CC(=C2C=CC=NC2=C1)C1(CC1)NC(C1=C(C=CC(=C1)OC[C@H]1N(CC1)C)C)=O